CC(C)[C@@H](C(=O)ON1C(=O)CCC1=O)NC(=O)OC(C)(C)C 2,5-dioxopyrrolidin-1-yl N-(tert-butoxycarbonyl)-L-valinate